(1R,4S)-4-[(tert-Butoxycarbonyl)amino]cyclopent-2-ene-1-carboxylic acid methyl ester COC(=O)[C@H]1C=C[C@H](C1)NC(=O)OC(C)(C)C